C(C)(C)(C)OC=1C=C(C=CC1)[I+]C1=CC=CC=C1 (3-tert-butoxyphenyl)phenyliodonium